C(#N)C=1C(=NC(=NC1)NC1=C(C=C(C(=C1)F)N1CCN(CC1)C)NC(C=C)=O)NC1=C(C=CC=C1)OC(C)C N-(2-((5-cyano-4-((2-isopropoxyphenyl)amino)pyrimidin-2-yl)amino)-4-fluoro-5-(4-methylpiperazin-1-yl)phenyl)acrylamide